C(C)(=O)SC1CCN(CC1)C(=O)OC(C)(C)C tert-butyl 4-(acetylthio)piperidine-1-carboxylate